ClC1=C(C=C(C(=C1)Cl)OC(C(F)F)(F)F)N1C(N(CC1)C(C(=O)N)=C)=O (2S)-2-[3-[2,4-dichloro-5-(1,1,2,2-tetrafluoroethoxy)phenyl]-2-oxo-imidazolidin-1-yl]propenamide